N-[(E)-3-[4-[(SR)-[1-[(4aR,8aS)-3-oxo-4,4a,5,7,8,8a-hexahydropyrido[4,3-b][1,4]oxazine-6-carbonyl]-4-piperidinyl]-phenyl-methyl]phenyl]allyl]carbamic acid tert-butyl ester C(C)(C)(C)OC(NC\C=C\C1=CC=C(C=C1)[C@H](C1=CC=CC=C1)C1CCN(CC1)C(=O)N1C[C@@H]2[C@@H](OCC(N2)=O)CC1)=O |&1:16|